N-((6-(1H-pyrazol-4-yl)pyridin-3-yl)methyl)-9-ethyl-2-(pyridin-3-yl)-9H-purin-6-amine N1N=CC(=C1)C1=CC=C(C=N1)CNC1=C2N=CN(C2=NC(=N1)C=1C=NC=CC1)CC